BrP(C1=CC=CC=C1)(C1=CC=CC=C1)(C1=CC=CC=C1)C bromo(methyl)triphenylphosphorane